(rel-(1R,3S,5s)-5-((4-hydroxybutyl)(methyl)amino)cyclohexane-1,3-diyl)bis(methylene) bis(2-(cyclobutylmethyl)decanoate) C1(CCC1)CC(C(=O)OC[C@@H]1C[C@@H](CC(C1)N(C)CCCCO)COC(C(CCCCCCCC)CC1CCC1)=O)CCCCCCCC |o1:10,12|